2-(3-(2-(((S)-1-(3-aminopropyl)pyrrolidin-2-yl)methoxy)-4-((1R,5S)-3,8-diazabicyclo[3.2.1]octan-3-yl)-8-fluoroquinazolin-7-yl)-1H-indol-4-yl)acetonitrile NCCCN1[C@@H](CCC1)COC1=NC2=C(C(=CC=C2C(=N1)N1C[C@H]2CC[C@@H](C1)N2)C2=CNC1=CC=CC(=C21)CC#N)F